(S)-1-(4-(2-(difluoromethyl)pyridin-4-yl)-2-(trifluoromethoxy)phenoxy)-2,4-dimethyl-pentan-2-amine FC(C1=NC=CC(=C1)C1=CC(=C(OC[C@](CC(C)C)(N)C)C=C1)OC(F)(F)F)F